C(C)(C)(C)C1=CN=C(O1)CSC=1N=C(SC1)C1C(CCN(C1)C(C=CCN(C)C)=O)C(=O)N 5-(((5-(tert-butyl)oxazol-2-yl)methyl)thio-thiazol-2-yl)-1-(4-(dimethylamino)but-2-enoyl)piperidine-4-carboxamide